benzyl 4-[2-[3-(3,8-diazabicyclo[3.2.1]octan-3-yl)phenoxy]ethyl]piperazine-1-carboxylate C12CN(CC(CC1)N2)C=2C=C(OCCN1CCN(CC1)C(=O)OCC1=CC=CC=C1)C=CC2